CS(=C(O)Cl)C dimethylthiocarboxychloride